5-methyl-1-(tetrahydro-2H-pyran-2-yl)-1H-pyrazole-3-carboxylic acid CC1=CC(=NN1C1OCCCC1)C(=O)O